3-[2'-fluoro-5'-methoxy-4-(tetrahydro-pyran-2-yloxymethyl)-biphenyl-2-yl]-3-methoxy-2,2-dimethyl-propylamine FC1=C(C=C(C=C1)OC)C1=C(C=C(C=C1)COC1OCCCC1)C(C(CN)(C)C)OC